F[B-](F)(F)F.C1(CC1)[S+](C1=CC=CC=C1)C1=CC=CC=C1 Cyclopropyl-(diphenyl)sulfonium (tetrafluoroborate)